1-[6-[4-(3,4-Dichloro-2-fluoro-anilino)pyrido[3,2-d]pyrimidin-6-yl]-1-azaspiro[3.3]heptan-1-yl]prop-2-en-1-one ClC=1C(=C(NC=2C3=C(N=CN2)C=CC(=N3)C3CC2(CCN2C(C=C)=O)C3)C=CC1Cl)F